CC(CCOC(CCC(=O)OCCCCCCC(CCCC(=O)O[C@H]1[C@]2(CC[C@@H](C1)C2(C)C)C)O)OCCC(CCC=C(C)C)C)CCC=C(C)C (1S,2R,4S)-1,7,7-trimethylbicyclo[2.2.1]heptan-2-yl 11-((4,4-bis((3,7-dimethyloct-6-en-1-yl)oxy)butanoyl)oxy)-5-hydroxyundecanoate